FC(C(=O)[O-])(F)F.NC1=C[N+](=NO1)CC1=CC=C(C=C1)C=1C(=NC(=NC1)OC)C 5-amino-3-(4-(2-methoxy-4-methylpyrimidin-5-yl)benzyl)-1,2,3-oxadiazol-3-ium 2,2,2-trifluoroacetate